2-cyano-1-oxo-3,3-biphenyl C(#N)C1C(C=CC=C1C=1C=CC=CC1)=O